tert-butyl (6-chloro-3-isopropylimidazo[1,2-b]pyridazin-8-yl)(2,6-difluorophenyl)carbamate ClC=1C=C(C=2N(N1)C(=CN2)C(C)C)N(C(OC(C)(C)C)=O)C2=C(C=CC=C2F)F